O=S1(C(=NC2=C1C=CC=C2)Br)=O 1,1-dioxo-2-bromobenzothiazole